1-[4-(Phenylthio)phenyl]-1,2-octanedione-2-(O-benzoyl oxime) C(C1=CC=CC=C1)(=O)ON=C(C(=O)C1=CC=C(C=C1)SC1=CC=CC=C1)CCCCCC